ClC=1C(=NC(=C(C1)Cl)Cl)CCNC1=NC(=NC(=C1Cl)C(F)F)C N-(2-(3,5,6-trichloropyridin-2-yl)ethyl)-2-methyl-5-chloro-6-difluoromethylpyrimidin-4-amine